[Na+].C(CCCCCCCCCCCCC)(=O)N[C@@H](CCC(=O)[O-])C(=O)[O-].[Na+] myristoyl-glutamic acid sodium salt